ClC=1C=2N(C=CN1)C(=CN2)C2=CC(=C(C=C2)OC)F 8-chloro-3-(3-fluoro-4-methoxy-phenyl)imidazo[1,2-a]Pyrazine